(E)-3-(3-(4-((4-(1H-pyrazol-4-yl)phenyl)amino)pyrimidin-2-yl)phenyl)-N-cyclopropyl-Acrylamide N1N=CC(=C1)C1=CC=C(C=C1)NC1=NC(=NC=C1)C=1C=C(C=CC1)/C=C/C(=O)NC1CC1